potassium monopropyl malonate C(CC(=O)[O-])(=O)OCCC.[K+]